(5r,8r)-N-[1-(2,2-difluoroethyl)-1H-pyrazolo[3,4-b]pyrazin-6-yl]-2-[4-(trifluoromethyl)pyridin-2-yl]-2-azaspiro[4.5]decan-8-amine FC(CN1N=CC=2C1=NC(=CN2)NC2CCC1(CCN(C1)C1=NC=CC(=C1)C(F)(F)F)CC2)F